4-phenyl-2,2'-bipyridine C1(=CC=CC=C1)C1=CC(=NC=C1)C1=NC=CC=C1